(R)-2-(3-((2-chloro-3-(3'-chloro-6-methoxy-5-((((5-oxopyrrolidin-2-yl)methyl)amino)methyl)-[2,4'-bipyridin]-2'-yl)phenyl)amino)-2-methoxybenzyl)-2,5-diazaspiro[3.4]octan-6-one ClC1=C(C=CC=C1C1=NC=CC(=C1Cl)C1=NC(=C(C=C1)CNC[C@@H]1NC(CC1)=O)OC)NC=1C(=C(CN2CC3(C2)NC(CC3)=O)C=CC1)OC